ClC1=CN=C(S1)C=1C=C(C(=O)O)C=C(C1)OC(C)C(C)O 3-(5-chloro-1,3-thiazol-2-yl)-5-{[3-hydroxybut-2-yl]oxy}benzoic acid